C(C)(C)(C)C=1C=C(C=CC1)C(C(=O)N1CC2(CC2)C[C@H]1C(=O)N[C@@H](C[C@H]1C(NCC1)=O)C(COC(F)(F)F)=O)(C)C (S)-5-(2-(3-(tert-butyl)phenyl)-2-methylpropanoyl)-N-((S)-3-oxo-1-((S)-2-oxopyrrolidin-3-yl)-4-(trifluoromethoxy)butan-2-yl)-5-azaspiro[2.4]heptane-6-carboxamide